C(=C)C1=NC2=CC=CC=C2C=N1 vinyl-quinazoline